2-(4-(3-(6-Methylpyridin-2-yl)-1H-pyrazol-4-yl)pyridin-2-yl)-4,5,6,7-tetrahydro-3H-imidazolo[4,5-c]pyridine CC1=CC=CC(=N1)C1=NNC=C1C1=CC(=NC=C1)C1=NC2=C(CNCC2)N1